N-(2,3-dimethylbutyl)hexane-1,6-diamine CC(CNCCCCCCN)C(C)C